BrC=1C=CC(=C(C1)S(=O)(=O)N1CC(N(C2=CC=CC(=C12)C)C)C)C 4-(5-bromo-2-methyl-phenyl)sulfonyl-1,2,5-trimethyl-2,3-dihydroquinoxaline